3-[(2S)-2-(2,2-difluoropropanoylamino)-3-hydroxy-3-methyl-butanoyl]-6,6-dimethyl-3-azabicyclo[3.1.0]hexane-2-carboxylic acid FC(C(=O)N[C@H](C(=O)N1C(C2C(C2C1)(C)C)C(=O)O)C(C)(C)O)(C)F